4-((S)-5-chloro-6-fluoro-2-phenyl-2-((S)-pyrrolidin-2-yl)-2,3-dihydrobenzofuran-4-yl)-5-fluoro-6-(1-(hydroxymethyl)cyclopropoxy)-N-((R)-tetrahydrofuran-3-yl)nicotinamide ClC=1C(=CC2=C(C[C@@](O2)([C@H]2NCCC2)C2=CC=CC=C2)C1C1=C(C(=NC=C1C(=O)N[C@H]1COCC1)OC1(CC1)CO)F)F